((3-methyl-2-(tetrahydro-2H-pyran-4-yl)-1H-indol-5-yl)methyl)carbamic acid tert-butyl ester C(C)(C)(C)OC(NCC=1C=C2C(=C(NC2=CC1)C1CCOCC1)C)=O